p-nitroanilinediacetic acid [N+](=O)([O-])C1=CC=C(N(CC(=O)O)CC(=O)O)C=C1